(E)-N-((5-(4-(4,4-difluoropiperidine-1-carbonyl)phenyl)-7-(trifluoromethoxy)benzofuran-2-yl)methyl)-3-(pyridin-3-yl)acrylamide FC1(CCN(CC1)C(=O)C1=CC=C(C=C1)C=1C=C(C2=C(C=C(O2)CNC(\C=C\C=2C=NC=CC2)=O)C1)OC(F)(F)F)F